3-(4-fluoro-3-(trifluoromethyl)phenyl)-1-(1-methyl-4-nitro-1H-imidazol-5-yl)-1H-1,2,4-triazole FC1=C(C=C(C=C1)C1=NN(C=N1)C1=C(N=CN1C)[N+](=O)[O-])C(F)(F)F